FC1=C(C=CC(=C1)F)CN(C(=O)NCC=1C=CC2=C(N=C(O2)C)C1)C1CCN(CC1)C 1-[(2,4-difluorophenyl)methyl]-3-[(2-methyl-1,3-benzoxazol-5-yl)methyl]-1-(1-methylpiperidin-4-yl)urea